N'-(5-cyano-2-hydroxybenzylidene)-2-((3-fluorophenyl)amino)propionyl-hydrazine C(#N)C=1C=CC(=C(C=NNC(C(C)NC2=CC(=CC=C2)F)=O)C1)O